FC1=CC=C(C=C1)CCC1(CCCC=2C3=CC(=C(C=C3NC12)F)F)N (4-fluorophenylethyl)-6,7-difluoro-2,3,4,9-tetrahydro-1H-carbazol-1-amine